NC1=C2C(=C3C(=N1)C=C(N3)C(=O)OCC)CO[C@@H]2C ethyl (R)-5-amino-6-methyl-6,8-dihydro-1H-furo[3,4-d]pyrrolo[3,2-b]pyridine-2-carboxylate